bis(indol-3-yl)phenyl-methane N1C=C(C2=CC=CC=C12)C(C1=CC=CC=C1)C1=CNC2=CC=CC=C12